N[C@H]1CN(C[C@@H]1O)C(=O)OC(C)(C)C (3S,4S)-tert-butyl 3-amino-4-hydroxypyrrolidine-1-carboxylate